isopropyl-(trimethylsilylmethyl)dimethoxysilane C(C)(C)[Si](OC)(OC)C[Si](C)(C)C